ClC1=C(C=CC=C1C1=CC=2N=CN(C(C2N1C)=O)C[C@H]1NC(CC1)=O)C1=C(C(=CC=C1)C1=CC=2N=CN(C(C2N1C)=O)C[C@H]1NC(CC1)=O)Cl 6,6'-(2,2'-dichloro-[1,1'-biphenyl]-3,3'-diyl)bis(5-methyl-3-(((S)-5-oxopyrrolidin-2-yl)methyl)-3,5-dihydro-4H-pyrrolo[3,2-d]pyrimidin-4-one)